OC1CCN(CC1)C(CCCCCCC1=CC=CC=C1)=O 1-(4-hydroxypiperidin-1-yl)-7-phenylheptan-1-one